(3S,4R)-4-((5-fluoro-6,7-diisopropylpyrrolo[2,1-f][1,2,4]triazin-2-yl)amino)tetrahydro-2H-pyran-3-ol FC=1C(=C(N2N=C(N=CC21)N[C@H]2[C@@H](COCC2)O)C(C)C)C(C)C